ClC=1C=C2C(=NC=NC2=C(C1C1=C2C=NNC2=CC=C1C)F)N1CCN(CC1)CC=C 1-(4-(6-chloro-8-fluoro-7-(5-methyl-1H-indazol-4-yl)quinazolin-4-yl)piperazin-1-yl)prop-2-en